N=1C=NN2C1C=CC(=C2)C=2C(=CN1N=C(N=C(C12)OC)NC1CCC(CC1)(O)CC)F (1r,4r)-4-((5-([1,2,4]triazolo[1,5-a]pyridin-6-yl)-6-fluoro-4-methoxypyrrolo[2,1-f][1,2,4]triazin-2-yl)amino)-1-ethylcyclohexan-1-ol